Diethyl-tryptamine C(C)N(CCC1=CNC2=CC=CC=C12)CC